Tert-butyl ([1,1'-biphenyl]-4-ylmethyl)(4-hydroxy-3,5-bis(((pyridin-2-ylmethyl) amino)methyl)phenethyl)carbamate C1(=CC=C(C=C1)CN(C(OC(C)(C)C)=O)CCC1=CC(=C(C(=C1)CNCC1=NC=CC=C1)O)CNCC1=NC=CC=C1)C1=CC=CC=C1